N-(S-(4-Chlorophenyl)-N-(2,4,4-trimethylpentan-2-yl)sulfinimidoyl)-4-nitrobenzenesulfonamide ClC1=CC=C(C=C1)S(=NC(C)(CC(C)(C)C)C)NS(=O)(=O)C1=CC=C(C=C1)[N+](=O)[O-]